ClC=1C=C(CNCCCCOCCNC2=NC3=C(C4=CN=CC=C24)C=CC=C3)C=CC1OC1CC1 5-((2-(4-((3-chloro-4-cyclopropoxybenzyl)amino)butoxy)ethyl)amino)benzo[c][2,6]naphthyridine